Tricyclo[5.2.1.02,6]dec-3-en-8-yl acetate C(C)(=O)OC1C2C3CC=CC3C(C1)C2